CC1=CNC2=C1N(C(NC2=O)=S)CC2OCCCN(C2)C 7-methyl-1-((4-methyl-1,4-oxazepan-2-yl)methyl)-2-thioxo-1,2,3,5-tetrahydro-4H-pyrrolo[3,2-d]pyrimidin-4-one